C(C=C)[C@]1(C2(OCCO2)CCCC1)C(=O)OCC ethyl (R)-6-allyl-1,4-dioxaspiro[4.5]decan-6-carboxylate